CNC1=C(C(C1=O)=O)NCCCN(CCCCCCCCC(=O)OCCCCC)CCCCC(=O)OC(CCCCCCCCC)CCCCCCCCC Pentyl 9-((3-((2-(methylamino)-3,4-dioxocyclobut-1-en-1-yl)amino)propyl)(5-(nonadecan-10-yloxy)-5-oxopentyl)amino)nonanoate